4-(4-(9H-carbazol-9-yl)phenyl)-1-(4-benzoylbenzyl)pyridine C1=CC=CC=2C3=CC=CC=C3N(C12)C1=CC=C(C=C1)C1=CCN(C=C1)CC1=CC=C(C=C1)C(C1=CC=CC=C1)=O